FC(S(=O)(=O)[NH-])(F)F.FC(S(=O)(=O)[NH-])(F)F.[Li+].[Li+] lithium bis(trifluoromethylsulfonyl-amide)